5-((diethoxyphosphoryl)difluoromethyl)-1H-indole-1,2-dicarboxylic acid diphenylmethyl ester C1(=CC=CC=C1)C(C1=CC=CC=C1)OC(=O)N1C(=CC2=CC(=CC=C12)C(F)(F)P(=O)(OCC)OCC)C(=O)O